(S)-1-hydroxypropan-2-yl hydrogen ((R)-3-hydroxy-2-(5-(4-methoxy-3-propoxyphenyl)pyridin-3-yl)propyl)boronate OC[C@H](CB(O[C@H](CO)C)O)C=1C=NC=C(C1)C1=CC(=C(C=C1)OC)OCCC